N(=C=S)C1=C(C(=NC=C1)NC1=NC=CC=C1)N=C=S Di(isothiocyanato)bispyridylamine